(R)-2-(4,4-difluoroazepan-1-yl)-4-methyl-5-(1-methyl-1H-pyrazol-4-yl)-N-(3-(S-methylsulfonimidoyl)phenyl)nicotinamide FC1(CCN(CCC1)C1=C(C(=O)NC2=CC(=CC=C2)[S@@](=O)(=N)C)C(=C(C=N1)C=1C=NN(C1)C)C)F